OC1=C(N(C(=CC1=O)CC(F)(F)F)C)CO 3-hydroxy-2-hydroxymethyl-1-methyl-6-(2,2,2-trifluoroethyl)-1H-pyridin-4-one